1-methyl-3-(4-tolyl)-2-selenoxoimidazolidin-4-on CN1C(N(C(C1)=O)C1=CC=C(C=C1)C)=[Se]